N(N)C=1N=NC(=NN1)NN 3,6-dihydrazino-1,2,4,5-tetrazine